3,4-dimethylpyrrole CC1=CNC=C1C